BrC1(CC=CC=2CCCC(C12)O)F 8-bromo-8-fluoro-1,2,3,4-tetrahydronaphthalen-1-ol